P(=O)(OC1=CC=C(C=C1)NC(CCBr)=O)(OC1=CC=C(C=C1)NC(CCBr)=O)OC1=CC=C(C=C1)NC(CCBr)=O tri(4-(3-bromopropionamido) phenyl) phosphate